C(C=C)(=O)OC1=CC=C(C=C1)C(C=CC1=CC=C(C=C1)C)=O [4-[3-(4-methylphenyl)prop-2-enoyl]phenyl] prop-2-enoate